COC=1N=CC=2C3=C(C=NC2C1)N=CN3CC3=CC=C(C=C3)S(=O)(=O)N 4-((7-methoxy-1H-imidazo[4,5-c][1,6]naphthyridin-1-yl)methyl)benzenesulfonamide